FC1=CC=C(C=C1)C1=C(NC2=C1C(N(CC2)C)=O)C2=CC(=NC=C2)NC(CC2=CC=C(C(=O)NCCOC)C=C2)=O 4-[2-({4-[3-(4-fluorophenyl)-5-methyl-4-oxo-4,5,6,7-tetrahydro-1H-pyrrolo[3,2-c]pyridin-2-yl]pyridin-2-yl}amino)-2-oxoethyl]-N-(2-methoxyethyl)benzamide